2-hydroxy-3-mercaptobutanedioic acid OC(C(=O)O)C(C(=O)O)S